NC1=C(C=C(C=N1)C1=CC=C(C(=O)N2CCN(CC2)C(C)=O)C=C1)OCC1=C(C=CC=C1F)Cl 1-(4-{4-[6-amino-5-(2-chloro-6-fluoro-benzyloxy)-pyridin-3-yl]-benzoyl}-piperazin-1-yl)-ethanone